(1R,3S)-3-[5-({[3-(meth-oxymethyl)-1-methyl-1H-pyrazol-5-yl]carbonyl}-amino)-1H-pyrazol-3-yl]-cyclopentyl [(2S)-1-meth-oxypropan-2-yl]carbamate COC[C@H](C)NC(O[C@H]1C[C@H](CC1)C1=NNC(=C1)NC(=O)C1=CC(=NN1C)COC)=O